4-Hydroxy-3-methoxy-1-naphthaldehyd OC1=C(C=C(C2=CC=CC=C12)C=O)OC